1-benzylquinoxaline C(C1=CC=CC=C1)N1CC=NC2=CC=CC=C12